4-methyl-4-(4-nitrophenyl)tetrahydro-2H-thiopyran CC1(CCSCC1)C1=CC=C(C=C1)[N+](=O)[O-]